2,2-dimethyl-7-(4-(1-methyl-1H-pyrazol-4-yl)-7H-pyrrolo[2,3-d]pyrimidin-5-yl)chroman-4-one CC1(OC2=CC(=CC=C2C(C1)=O)C1=CNC=2N=CN=C(C21)C=2C=NN(C2)C)C